3-azidopropyl methanesulfonate (3-azidopropylmesylate) N(=[N+]=[N-])CCCCS(=O)(=O)O.CS(=O)(=O)OCCCN=[N+]=[N-]